FC(OC=1C=2N(C=CC1)N=C(C2)[C@H]2N(CCC1=C2N=CN1)C(=O)C=1OC(=NN1)C1=NC=CN=C1)F (S)-(4-(4-(difluoromethoxy)pyrazolo[1,5-a]pyridin-2-yl)-6,7-dihydro-1H-imidazo[4,5-c]pyridin-5(4H)-yl)(5-(pyrazin-2-yl)-1,3,4-oxadiazol-2-yl)methanone